FC(OC=1C=C2C=C(C=NC2=C(C1)N1CCC2(CC2)CC1)C(=O)O)F 6-(difluoromethoxy)-8-(6-azaspiro[2.5]octan-6-yl)quinoline-3-carboxylic acid